1-methyl-2,3,4,5-tetrahydro-1H-benzofuro[3,2-c]azepine CC1NCCCC2=C1C1=C(O2)C=CC=C1